tetramethyl-piperidine nitrogen oxygen phosphate P(=O)([O-])([O-])[O-].[O+2].[N+3].CC1C(N(CCC1)C)(C)C